Furan-2-ylmethyl-(2-pyridin-2-yl-ethyl)-amine O1C(=CC=C1)CNCCC1=NC=CC=C1